5H-benzo[4,5]thieno[3,2-c]carbazole C1=C2C=3C4=C(C=CC3NC2=CC=C1)C1=C(S4)C=CC=C1